BrC=1C=C(C(=C(C1)C)OC1=CC(=CC(=C1)C)C)C 5-bromo-2-(3,5-dimethylphenoxy)-1,3-dimethylbenzene